(9-(4-amino-7-methyl-5-(oxetan-3-yl)-7H-pyrrolo[2,3-d]pyrimidin-6-yl)-3-azaspiro[5.5]undec-8-en-3-yl)prop-2-en-1-one NC=1C2=C(N=CN1)N(C(=C2C2COC2)C2=CCC1(CCN(CC1)C(C=C)=O)CC2)C